(trifluoromethylbenzyl)-1H-indazol-3-amine FC(F)(F)C(C1=CC=CC=C1)N1N=C(C2=CC=CC=C12)N